FC(C)(F)C1=NC=CC(=C1)CN 1-[2-(1,1-difluoroethyl)pyridin-4-yl]methanamine